C(C)(C)(C)N1C[C@H]([C@@H](C1)C1=CC=C(C=C1)Cl)C(=O)N1C[C@@H](C[C@H]1C(=O)N1CCOCC1)C(C(=O)NC1CCC(CC1)C)(C)C ((3S,5S)-1-((3S,4R)-1-(tert-butyl)-4-(4-chlorophenyl)pyrrolidine-3-carbonyl)-5-(morpholine-4-carbonyl)pyrrolidin-3-yl)-N-((1s,4R)-4-methylcyclohexyl)isobutyramide